(2-(4-nitro-1H-pyrazol-1-yl)ethyl)(2-oxoethyl)carbamic acid tert-butyl ester C(C)(C)(C)OC(N(CC=O)CCN1N=CC(=C1)[N+](=O)[O-])=O